7-(5-methyl-1,3-dihydroisobenzofuran-4-yl)-5,6,7,8-tetrahydro-3H-quinazolin-4-one CC=1C(=C2COCC2=CC1)C1CCC=2C(NC=NC2C1)=O